4-((1S,2R)-6-(tert-butoxy)-2-phenyl-1,2,3,4-tetrahydronaphthalen-1-yl)phenol C(C)(C)(C)OC=1C=C2CC[C@H]([C@H](C2=CC1)C1=CC=C(C=C1)O)C1=CC=CC=C1